C[Si](O[C@H]1C[C@H](CC1)C1=CC(=NN1C(C)(C)C)NC1=CC2=C(N(C(O2)=O)C)C=C1)(C(C)(C)C)C 6-({5-[(1S,3R)-3-{[dimethyl(2-methylprop-2-yl)silyl]oxy}cyclopentyl]-1-(2-methylprop-2-yl)pyrazol-3-yl}amino)-3-methyl-2,3-dihydrobenzo[d][1,3]oxazol-2-one